N=1SN=C2C1C=CC=C2S(=O)(=O)N2[C@@H](CCCC2)C(=O)O (2S)-1-(2,1,3-benzothiadiazol-4-ylsulfonyl)piperidine-2-carboxylic acid